C1(CC1)N(C(CCN1C(C=CC1=O)=O)=O)CCCOC1=CC(=CC2=C1NC(=N2)NC(=O)C2=CC(=NN2CC)C)C(=O)N 7-(3-(N-cyclopropyl-3-(2,5-dioxo-2,5-dihydro-1H-pyrrol-1-yl)propanamido)propoxy)-2-(1-ethyl-3-methyl-1H-pyrazole-5-carboxamido)-1H-benzo[d]imidazole-5-carboxamide